C(C)SC=1C=C(C=NC1C1=NC2=C(C=NC(=C2)C(F)(F)F)N1C)C(C#N)C#N 2-[5-ethylsulfanyl-6-[3-methyl-6-(trifluoromethyl)imidazo[4,5-c]pyridin-2-yl]-3-pyridinyl]malononitrile